N1C=C(C2=CC=CC=C12)C=CC(=O)O 3-Indoleacrylic Acid